CC1(COC1)N1C(C(N(CC1)CC=1SC(=NN1)C1=CC=CC=C1)=O)=O 1-(3-methyloxetan-3-yl)-4-((5-phenyl-1,3,4-thiadiazol-2-yl)methyl)piperazine-2,3-dione